(imino(pyridin-2-yl)methyl)-2-(7-methoxy-3-oxo-2,3-dihydro-4H-benzo[b][1,4]thiazin-4-yl)acetohydrazide N=C(C1=NC=CC=C1)C(C(=O)NN)N1C2=C(SCC1=O)C=C(C=C2)OC